COC(C(C)(O)C=1C=NC(=CC1)OC1=CC=C(C=C1)F)=O.CC1=C(NC2=NSC3=C2C=CC=C3)C=CC=C1C1=CC3=C(OCCO3)C=C1 3-(2-methyl-3-(1,4-benzodioxan-6-yl)anilino)benzisothiazole methyl-2-(6-(4-fluorophenoxy)pyridin-3-yl)-2-hydroxypropionate